C(C1=CC=CC=C1)C(C(=O)C1=CC=C(C=C1)N1CCOCC1)(CC)N(C)C 2-Benzyl-2-dimethylamino-4'-morpholinobutyrophenon